(S)-6-chloro-2-(3-(2,2-difluoro-1-methoxyethyl)-1H-1,2,4-triazol-5-yl)-3-(1H-imidazol-1-yl)-5-methoxy-1-methyl-1H-pyrrolo[3,2-b]pyridine ClC=1C=C2C(=NC1OC)C(=C(N2C)C2=NC(=NN2)[C@@H](C(F)F)OC)N2C=NC=C2